diphenylmono(tridecyl)phosphine C1(=CC=CC=C1)P(CCCCCCCCCCCCC)C1=CC=CC=C1